2-[2-(1-piperidinyl)ethyl]-N-[1-[3-(trifluoromethoxy)phenyl]ethyl]-4-(trifluoromethyl)-5-thiazolecarboxamide N1(CCCCC1)CCC=1SC(=C(N1)C(F)(F)F)C(=O)NC(C)C1=CC(=CC=C1)OC(F)(F)F